ClC=1C=CC(=C(C=O)C1)OCC1COCC1 5-chloro-2-((tetrahydrofuran-3-yl)methoxy)benzaldehyde